ClC1=C(C(=CC=C1Cl)O)[C@H]1C[C@H]2COC(C(N2CC1)=O)CO (8R,9aS)-8-(2,3-dichloro-6-hydroxyphenyl)-3-(hydroxymethyl)-hexahydro-1H-pyrido[2,1-c][1,4]oxazin-4-one